CC=1C(C2=C(C=CC(=C2C(C1C)=O)OC)OC)=O 2,3-dimethyl-5,8-dimethoxy-1,4-naphthoquinone